2-amino-6-(benzylamino)pyridine-3,5-dicarbonitrile NC1=NC(=C(C=C1C#N)C#N)NCC1=CC=CC=C1